4'-amino-7'-[2-(3,6-dihydro-2H-pyran-4-yl)pyrimidin-5-yl]-2'-(hydroxymethyl)-6',7'-dihydrospiro[cyclopentane-1,5'-pyrrolo[2,3-d]pyrimidin]-6'-one NC=1C2=C(N=C(N1)CO)N(C(C21CCCC1)=O)C=1C=NC(=NC1)C=1CCOCC1